FC=1C=C(C=CC1F)CC(=O)O 3,4-difluorophenylacetic acid